N1N=NC(=C1)C(C(=O)O)CCCCCCCCCCCCCCCC 1H-1,2,3-triazol-4-yl-octadecanoic acid